(S)-1-(3-(but-2-ynamido)piperidin-1-yl)-2-fluoro-5,6,7,8,9,10-hexahydrocyclohepta[b]indole-4-carboxamide C(C#CC)(=O)N[C@@H]1CN(CCC1)C1=C2C3=C(NC2=C(C=C1F)C(=O)N)CCCCC3